C1(=CC=C(C2=CC=CC=C12)NS(=O)(=O)C1=CC2=C(OCCO2)C=C1)NS(=O)(=O)C1=CC2=C(OCCO2)C=C1 N,N'-(Naphthalene-1,4-diyl)bis(2,3-dihydrobenzo[b][1,4]dioxine-6-sulfonamide)